hydroxyl-pyridine choline OCC[N+](C)(C)C.OC1=NC=CC=C1